BrC1=NC(=CC=C1)CO[C@@H]1COCC1 (S)-2-bromo-6-(((tetrahydrofuran-3-yl)oxy)methyl)pyridine